CN1C=C(C2=C1N=CN=C2)C=2C=C(C=NC2)C2=CC=C(C=C2)N2C(CCC2)=O 1-(4-(5-(7-methyl-7H-pyrrolo[2,3-d]pyrimidin-5-yl)pyridin-3-yl)phenyl)pyrrolidin-2-one